4-[6-(hydroxymethyl)furo[3,2-c]pyridin-4-yl]-N-[trans-4-(2-hydroxypropan-2-yl)cyclohexyl]benzamide OCC1=CC2=C(C(=N1)C1=CC=C(C(=O)N[C@@H]3CC[C@H](CC3)C(C)(C)O)C=C1)C=CO2